N-tert-butyloxycarbonyl-L-valine-18O C(C)(C)(C)OC(=O)N[C@@H](C(C)C)C(=[18O])O